SC(C(C(=O)OCCC)(S)S)S propanol tetramercaptopropionate